2-methacryloxy-n-hexylthio-5-n-butylthio-1,3,4-thiadiazole C(C(=C)C)(=O)OC(CSC=1SC(=NN1)SCCCC)CCCC